C(C)OC(=O)C=1C(=NN(C1C)C=1C=C2C(=NC1)NC=C2)C.C(#N)C2=CC=C(C=C2)C2CCN(CC2)C(=O)C=2C=C(C(=NC2)C)C2=C(C(=O)N)C=CC(=N2)N2CCCC2 (5-(4-(4-cyanophenyl)piperidine-1-carbonyl)-2-methylpyridin-3-yl)-6-(pyrrolidin-1-yl)nicotinamide Ethyl-3,5-dimethyl-1-(1H-pyrrolo[2,3-b]pyridin-5-yl)-1H-pyrazole-4-carboxylate